C(CCC=C)OC(C(C)(C)OC1=CC=C(C=C1)CCNC(C1=CC=C(C=C1)Cl)=O)=O pent-4-en-1-yl-2-(4-(2-(4-chlorobenzoylamino) ethyl) phenoxy)-2-methylpropionate